C(C(=C)C)(=O)N[C@@H](CC1=CNC2=CC=CC=C12)C(=O)O N-methacrylyl-L-tryptophan